C(C)(C)(C)OC(=O)N1CCC(CC1)C1=CC=C(C=C1)Br 4-(4-bromophenyl)piperidine-1-carboxylic acid tert-butyl ester